[OH-].[NH4+] monoammonium hydroxide